ClC=1C=C(C=CC1OC(F)F)N1N=C(C2=C1CCC2)C(=O)N2CCN1CCC2CC1 [1-[3-chloro-4-(difluoromethoxy)phenyl]-1,4,5,6-tetrahydrocyclopenta[c]pyrazol-3-yl]-(1,4-diazabicyclo[3.2.2]nonan-4-yl)methanone